S1C=NC2=C1C=C(C=C2)C2=CC(=C(N=N2)NC2C[C@@H]1[C@@H](CN(C1)CC1CCOCC1)C2)C(F)(F)F (3aR,5s,6aS)-N-(6-(benzo[d]thiazol-6-yl)-4-(trifluoromethyl)pyridazin-3-yl)-2-((tetrahydro-2H-pyran-4-yl)methyl)octahydro-cyclopenta[c]pyrrol-5-amine